2-bromo-5-(pyridin-2-yl)-1,3,4-thiadiazole BrC=1SC(=NN1)C1=NC=CC=C1